3-{[2-(4-chlorophenyl)imidazo[1,2-a]pyrimidin-3-yl]methyl}-N-(2,6-dimethylphenyl)-3,8-diaza-bicyclo[3.2.1]octane-8-carboxamide ClC1=CC=C(C=C1)C=1N=C2N(C=CC=N2)C1CN1CC2CCC(C1)N2C(=O)NC2=C(C=CC=C2C)C